FC(N1N=CC(=C1)C=1C=CC2=C(N=C(O2)C2=CC(=NC=C2)C(=O)O)C1)(F)F 4-(5-(1-(trifluoromethyl)-1H-pyrazol-4-yl)benzo[d]oxazol-2-yl)picolinic acid